FC1=C2C(=NC(N(C2=CC=C1)C([2H])([2H])[2H])=O)N1CCCCC2=C1C=CC=C2C#CC2(CC2)C 5-fluoro-4-[6-[2-(1-methylcyclopropyl)ethynyl]-2,3,4,5-tetrahydro-1-benzazepin-1-yl]-1-(trideuteriomethyl)quinazolin-2-one